2-(3-ethylsulfanyl-pyridin-2-yl)-1-methyl-5-pentafluorosulfanyl-1H-benzimidazole C(C)SC=1C(=NC=CC1)C1=NC2=C(N1C)C=CC(=C2)S(F)(F)(F)(F)F